FC(N1C(=NC2=C1C=CC=C2)C2CCN(CC2)C(C(F)F)C2=CC=C1C(=NN(C1=C2)C)C2=CC(=CC=C2)F)F 6-(1-(4-(1-(difluoromethyl)-1H-benzo[d]imidazol-2-yl)piperidin-1-yl)-2,2-difluoroethyl)-3-(3-fluorophenyl)-1-methyl-1H-indazole